N-{4-[(3-{[(tert-butyldimethylsilyl)oxy]methyl}-6-(5-chloro-2-fluorophenyl)pyridazin-4-yl)amino]pyridin-2-yl}-2-{2-methyl-2,7-diazaspiro[3.5]nonan-7-yl}acetamide [Si](C)(C)(C(C)(C)C)OCC=1N=NC(=CC1NC1=CC(=NC=C1)NC(CN1CCC2(CN(C2)C)CC1)=O)C1=C(C=CC(=C1)Cl)F